BrC=1N2C=C(C=C2C=CC1)C(=O)OCC ethyl 5-bromoindolizine-2-carboxylate